6-aminohexanoyl 6-aminohexaneperoxoate NCCCCCC(=O)OOC(CCCCCN)=O